C(C)(C)(C)NC(=O)C[C@@]12CCC[C@H]1[C@@H]1CC=C3C=CCC[C@]3(C)[C@H]1CC2 (N-tertiary butyl-amino-formyl)androstane-3,5-diene